tetrachloroneopentane ClCC(C(Cl)(Cl)Cl)(C)C